N1(CCCCC1)C=N 1-(piperidin-1-yl)methyleneimine